ethyl 2-((2S,3R)-3-((tert-butyldimethylsilyl) oxy)-2-(cyclopentyloxy)-3-(4-formyl-3-methoxyphenyl) propyl)-6-methoxybenzo[d]thiazole-4-carboxylate [Si](C)(C)(C(C)(C)C)O[C@@H]([C@H](CC=1SC=2C(N1)=C(C=C(C2)OC)C(=O)OCC)OC2CCCC2)C2=CC(=C(C=C2)C=O)OC